CS(=O)(=O)OCC1=CC(=NC=C1)NC1CCOCC1 (2-((tetrahydro-2H-pyran-4-yl)amino)pyridin-4-yl)methyl methanesulfonate